Ethyl (Z)-5-(2-methoxy-3-(pivaloyloxy)phenyl)pent-4-enoate COC1=C(C=CC=C1OC(C(C)(C)C)=O)\C=C/CCC(=O)OCC